tert-butyl 4-[1-[4-(difluoromethyl)phenyl]-4-isopropyl-pyrazol-3-yl]piperazine-1-carboxylate FC(C1=CC=C(C=C1)N1N=C(C(=C1)C(C)C)N1CCN(CC1)C(=O)OC(C)(C)C)F